FC1=CN=CC2=C1N=CN=C2O 8-fluoropyrido[4,3-d]pyrimidin-4-ol